C1(CCC1)NC(=O)NC=1SC=C(N1)C 1-cyclobutyl-3-(4-methylthiazol-2-yl)urea